[N-](S(=O)(=O)C(F)(F)C(F)(F)F)S(=O)(=O)C(F)(F)C(F)(F)F.C(CCC)[N+]1=CC(=CC=C1)C 1-butyl-3-methylpyridinium bis(pentafluoroethylsulfonyl)imide salt